5-(3-(4-((3-cyclopropyl-4-(trifluoromethoxy)benzyl)amino)butoxy)azetidin-1-yl)benzo[c][2,6]naphthyridine-8-carboxylic acid C1(CC1)C=1C=C(CNCCCCOC2CN(C2)C2=NC3=C(C4=CN=CC=C24)C=CC(=C3)C(=O)O)C=CC1OC(F)(F)F